FC1=CC=C(C=C1)[C@H]1[C@@H](C1)NCCC[C@@H](C(=O)N1CCN(CC1)C)NC(C1=CC=C(C=C1)C1=NC=CN=C1)=O N-[(2S)-5-[[(1R,2S)-2-(4-Fluorophenyl)cyclopropyl]amino]-1-(4-methylpiperazin-1-yl)-1-oxopentan-2-yl]-4-(pyrazin-2-yl)benzamide